BrC=1C(=NN2C1CN(CC2)C(=O)C2=CC=C(C=C2)F)C2=CC=C(C=C2)F (3-bromo-2-(4-fluorophenyl)-6,7-dihydropyrazolo[1,5-a]pyrazin-5(4H)-yl)(4-fluorophenyl)methanone